C(C)(C)(C)OC(=O)N1CC2=CC(=CC=C2CC1)C(NC1=CC(=C(C=C1)C=1CCN(CC1)C(=O)OC(C)(C)C)C)=O 7-[4-(1-tert-butoxycarbonyl-1,2,3,6-tetrahydro-pyridin-4-yl)-3-methyl-phenylcarbamoyl]-3,4-dihydro-1H-isoquinoline-2-carboxylic acid tert-butyl ester